(S)-N-(2-(dimethylamino)-1-phenylethyl)-6,6-dimethyl-3-(4-propionamidobenzamido)-4,6-dihydropyrrolo[3,4-c]pyrazole-5(1H)-carboxamide CN(C[C@H](C1=CC=CC=C1)NC(=O)N1C(C=2NN=C(C2C1)NC(C1=CC=C(C=C1)NC(CC)=O)=O)(C)C)C